1,1'-carbonyldiimidazole-d2 C(=O)(N1C(=NC(=C1)[2H])[2H])N1C(=NC(=C1)[2H])[2H]